5-bromo-1-(1-phenylethyl)-1H-pyrazole-4-carboxylic acid ethyl ester C(C)OC(=O)C=1C=NN(C1Br)C(C)C1=CC=CC=C1